[B].[F] fluorine boron salt